2-Methyltetrahydrofuran-3-yl (8-amino-7-fluoro-6-(8-methyl-2,3-dihydro-1H-pyrido[2,3-b][1,4]oxazin-7-yl)isoquinolin-3-yl)carbamate NC=1C(=C(C=C2C=C(N=CC12)NC(OC1C(OCC1)C)=O)C1=C(C2=C(OCCN2)N=C1)C)F